Cl.ClC=1C=C(C=CC1C(=O)N1CCN(CC1)C(C[C@@H]1CNCC1)=O)NC(=O)C=1N(C(=CN1)C=1C(=NN(C1)C1CC1)C(F)(F)F)C (R)-N-(3-chloro-4-(4-(2-(pyrrolidin-3-yl)acetyl)piperazine-1-carbonyl)phenyl)-5-(1-cyclopropyl-3-(trifluoromethyl)-1H-pyrazol-4-yl)-1-methyl-1H-imidazole-2-carboxamide hydrochloride